(piperidin-4-yloxy)pyridazine hydrochloride Cl.N1CCC(CC1)OC=1N=NC=CC1